FC(CO[C@H]1[C@H](CC1)NC1=C(C(OC(=C1)C(=O)NC=1SC(=NN1)N1N=CC=C1C)=O)OC)F 4-(((1S,2R)-2-(2,2-difluoroethoxy)cyclobutyl)amino)-3-methoxy-N-(5-(5-methyl-1H-pyrazol-1-yl)-1,3,4-thiadiazol-2-yl)-2-oxo-2H-pyran-6-carboxamide